ClC1=C(C=CC(=C1)[N+](=O)[O-])CCSCNC(=O)CNC(OCC1C2=CC=CC=C2C=2C=CC=CC12)=O 9H-fluoren-9-ylmethyl N-[[([[2-(2-chloro-4-nitrophenyl)ethyl]sulfanyl]methyl)carbamoyl]-methyl]carbamate